(R)-1-(2-chlorophenyl)-2-((4-fluorophenyl)amino)-2-oxoethyl 3-amino-6-(1-(piperidin-4-yl)-1H-pyrazol-4-yl)pyrazine-2-carboxylate hydrochloride Cl.NC=1C(=NC(=CN1)C=1C=NN(C1)C1CCNCC1)C(=O)O[C@@H](C(=O)NC1=CC=C(C=C1)F)C1=C(C=CC=C1)Cl